3-(2-(2-(3-((2-((4,5-Dimethylthiazol-2-yl)carbamoyl)phenyl)amino)-3-oxopropoxy)ethoxy)ethoxy)propanoic acid CC=1N=C(SC1C)NC(=O)C1=C(C=CC=C1)NC(CCOCCOCCOCCC(=O)O)=O